FC1=C(CC2=C(C=C(OCC(=O)N(C)C)C=C2)C(=C)C)C=CC(=C1C(C)C)O 2-(4-(2-fluoro-4-hydroxy-3-isopropylbenzyl)-3-(prop-1-en-2-yl)phenoxy)-N,N-dimethylacetamide